4-CHLORO-2,5-DIMETHYLBENZALDEHYDE ClC1=CC(=C(C=O)C=C1C)C